2-(3-Fluoropyridin-2-yl)-2-methylpropan-1-ol FC=1C(=NC=CC1)C(CO)(C)C